methyl 5-fluoro-6-{[1-(3-fluoropyridin-2-yl)cyclopropyl]amino}pyridine-3-carboxylate FC=1C=C(C=NC1NC1(CC1)C1=NC=CC=C1F)C(=O)OC